5-(2-cyclopropoxy-5-(trifluoromethyl)phenyl)-N-((3R,5R)-5-methylpyrrolidin-3-yl)-1,3,4-oxadiazole-2-carboxamide TFA salt OC(=O)C(F)(F)F.C1(CC1)OC1=C(C=C(C=C1)C(F)(F)F)C1=NN=C(O1)C(=O)N[C@H]1CN[C@@H](C1)C